Cl.C1(CC1)N1C=C(C(C2=CC(=C(C=C12)N1CCN(CC1)CC1=CC=CC=C1)F)=O)C(=O)O 1-cyclopropyl-6-fluoro-7-(4-benzylpiperazin-1-yl)-4-oxo-1,4-dihydroquinoline-3-carboxylic acid hydrochloride